4-(2,4-dioxo-3-azabicyclo[3.1.1]heptan-1-yl)phenyl sulfurofluoridate S(OC1=CC=C(C=C1)C12C(NC(C(C1)C2)=O)=O)(=O)(=O)F